n-methylnicotinic acid CN1CC(C(=O)O)=CC=C1